FC1=NN2C(C=C(C=C2)CN2C[C@@H](N(CC2)C(=O)OC(C)(C)C)C)=C1 tert-butyl (S)-4-((2-fluoropyrazolo[1,5-a]pyridin-5-yl) methyl)-2-methylpiperazine-1-carboxylate